chlorodi(thiophen-2-yl)phosphine ClP(C=1SC=CC1)C=1SC=CC1